4-((1R,3S)-3-methoxycyclohexylamino)-2-(methylthio)pyrimidine-5-carboxamide CO[C@@H]1C[C@@H](CCC1)NC1=NC(=NC=C1C(=O)N)SC